7-(1-hydroxyethyl)-2-isopropylpyrazolo[1,5-d][1,2,4]triazin-4(5H)-one Sodium borohydride [BH4-].[Na+].OC(C)C1=NNC(C=2N1N=C(C2)C(C)C)=O